((9H-fluorene-9,9-diyl)bis(3-ethyl-1,5-dioxaspiro[5.5]undecane-9,3-diyl))dimethanamine C1=CC=CC=2C3=CC=CC=C3C(C12)(C1CCC2(OCC(CO2)(CC)CN)CC1)C1CCC2(OCC(CO2)(CC)CN)CC1